C(C1=CC=CC=C1)N1CCN(CC1)C1=CC2=C(NC(=N2)C2=CC(=C(C(=C2)O)O)OC)C=C1 5-(5-(4-benzylpiperazin-1-yl)-1H-benzo[d]imidazol-2-yl)-3-methoxybenzene-1,2-diol